P(=O)(OC(C1=C(C=C(C=C1C)C)C)=O)(OC1=CC=CC=C1)[O-] 2,4,6-trimethylbenzoyl phenyl phosphate